NC=1C=C2C(N(C(=NC2=CC1)CC)CC1CCN(CC1)C1=C(C#N)C=CC=C1)=O 2-[4-[(6-amino-2-ethyl-4-oxo-quinazolin-3-yl)methyl]-1-piperidyl]benzonitrile